N-{4-[3-(5-{(R)-(1,3-Dimethyl-azetidin-3-yl)-hydroxy-[4-(2,2,2-trifluoro-ethyl)-phenyl]-methyl}-pyridin-3-yl)-[1,2,4]oxadiazol-5-yl]-trans-cyclohexyl}-acetamide CN1CC(C1)(C)[C@@](C=1C=C(C=NC1)C1=NOC(=N1)[C@@H]1CC[C@H](CC1)NC(C)=O)(C1=CC=C(C=C1)CC(F)(F)F)O